N[C@@H](C(=O)N[C@H]1CN(C[C@H](C1)C)C1=C2C=CC=NC2=C(C=C1)C(=O)N)C(F)(F)F 5-((3R,5S)-3-((S)-2-amino-3,3,3-trifluoropropionylamino)-5-methylpiperidin-1-yl)quinoline-8-carboxamide